(R)-N-(1-(5-amino-2-fluoro-3-(trifluoromethyl)phenyl)ethyl)-6-(2-cyclopropoxyethyloxy)-7-methoxy-2-methyl-quinazolin-4-amine NC=1C=C(C(=C(C1)[C@@H](C)NC1=NC(=NC2=CC(=C(C=C12)OCCOC1CC1)OC)C)F)C(F)(F)F